(2S,3R,4R)-2-((diphenylmethylene)amino)-4,5-dihydroxy-3-methylpentanoic acid tert-butyl ester C(C)(C)(C)OC([C@H]([C@H]([C@H](CO)O)C)N=C(C1=CC=CC=C1)C1=CC=CC=C1)=O